C(C)OC=1C=C(C=NC1)C1=CC(=C(C=C1)CN1CCN(CC1)C1=CC=C(N=N1)C(=O)NS(=O)(=O)C1=CC(=C(C=C1)NCCSC1=CC=CC=C1)C(F)(F)F)CC 6-[4-[[4-(5-Ethoxypyridin-3-yl)-2-ethylphenyl]methyl]piperazin-1-yl]-N-[4-(2-phenylsulfanylethylamino)-3-(trifluoromethyl)phenyl]sulfonylpyridazine-3-carboxamide